2-fluoro-3-oxopropanoic acid ethyl ester C(C)OC(C(C=O)F)=O